ON[C@@H](CCCNC(N)=N)C(=O)O N-hydroxy-L-arginine